C(C1=CC=CC=C1)[C@@](CC(C)C)(C)N1CC=CC2=CC=C(C(=C12)F)F N-[(1S)-1-benzyl-1,3-dimethyl-butyl]-7,8-difluoro-quinoline